COC1=CC(=C(C(=C1C(\C=C\C1=C(C=C(C=C1)OCOC)OC)=O)OCOC)CC(CC=C(C)C)C(=C)C)OCOC (E)-1-(6-methoxy-2,4-bis(methoxymethoxy)-3-(5-methyl-2-(prop-1-en-2-yl)hex-4-en-1-yl)phenyl)-3-(2-methoxy-4-(methoxymethoxy)phenyl)prop-2-en-1-one